(prop-1-en-2-yl)-3-(pyridin-3-yl)-1',2',3',4'-tetrahydro-[1,1'-biphenyl]-2,6-diol C=C(C)C=1C(=C(C(=C(C1)O)C1CCCC=C1)O)C=1C=NC=CC1